(N-[4-Amino-5-[4-[2-[(2-chlorophenyl)methylamino]-2-oxoethoxy]benzoyl]thiazol-2-yl]-4-fluoroanilino)propanamid NC=1N=C(SC1C(C1=CC=C(C=C1)OCC(=O)NCC1=C(C=CC=C1)Cl)=O)N(C1=CC=C(C=C1)F)C(C(=O)N)C